C(=O)(O)C1CN(C1)C1=CC=C2C=C(C(OC2=C1)=O)C=1SC2=C(N1)C=CC(=C2)S(=O)(=O)O 7-(3-Carboxyazetidin-1-yl)-3-(6-sulfo-benzothiazol-2-yl)Coumarin